C(=O)(O)[C@H](CC=1N(C=NC1)C(C1=CC(=CC(=C1)Cl)Cl)([2H])[2H])N[C@](C(=O)O)(C(C(C([2H])[2H])(C([2H])([2H])[2H])[2H])([2H])[2H])[2H] 2(S)-{1(S)-Carboxy-2-[3-(3,5-dichloro-benzyl-d2)-3H-imidazol-4-yl]-ethylamino}-4-(methyl-d3)-pentanoic acid-d6